C(\C=C\C1=CC(OC)=C(O)C=C1)C1=C(C(=O)O)C=CC=C1.C(\C=C\C1=CC(OC)=C(O)C=C1)OC(C1=CC=CC=C1)=O.FC=1C=C(CNC(CC)=O)C=CC1 N-(3-fluorobenzyl)propanamide coniferyl-benzoate (coniferylbenzoat)